C1(CCCCC1)CN1CC(CC1)CC=1C=CC2=C(C(=NO2)N2C(NC(CC2)=O)=O)C1 1-(5-((1-(cyclohexylmethyl)pyrrolidin-3-yl)methyl)benzo[d]isoxazol-3-yl)dihydropyrimidine-2,4(1H,3H)-dione